CC(CCC)C1=NN=C(S1)NS([O-])(=O)=O.[Na+] Sodium N-[5-(pentan-2-yl)-1,3,4-thiadiazol-2-yl]sulfamate